NCC=1C=C(C=CC1)CN1C(=NC=2C(=NC=3C=CC=CC3C21)N)CCCC 1-[[3-(aminomethyl)phenyl]methyl]-2-butyl-imidazo[4,5-c]quinolin-4-amine